C(C)(C)(C)OC(=O)C1=C(SC2=NC=C(C=C21)OC)NC2=C(C=C(C=C2)I)F 2-((2-fluoro-4-iodophenyl)amino)-5-methoxythieno[2,3-b]pyridine-3-carboxylic acid tert-butyl ester